5-((5-(3-Chlorophenyl)-6-methoxypyridin-3-yl)pyrimidin-2-yl)morpholine ClC=1C=C(C=CC1)C=1C=C(C=NC1OC)C1=NC(=NC=C1)C1COCCN1